C(C)C1(OCC(O1)CO)CC 2,2-diethyl-1,3-dioxolane-4-methanol